tert-butyl 6-((1-(tert-butoxycarbonyl)-3-(3-chloro-2-methylphenyl)azetidin-3-yl)amino)-3,3-dimethyl-2-oxoindoline-1-carboxylate C(C)(C)(C)OC(=O)N1CC(C1)(C1=C(C(=CC=C1)Cl)C)NC1=CC=C2C(C(N(C2=C1)C(=O)OC(C)(C)C)=O)(C)C